NC(C(=O)O)CC=1C=NC2=CC=C(CC12)C 2-amino-3-(5-methyl-4H-indol-3-yl)propanoic acid